CN1C(=CC2=CC(=CC=C12)C)CO (1,5-dimethyl-1H-indol-2-yl)methanol